[N+](=O)([O-])C=1C=NN(C1)COCC[Si](C)(C)C 2-[(4-nitro-pyrazol-1-yl)methoxy]ethyl-trimethyl-silane